rac-tert-butyl (4-bromo-2-((1S*,2S*)-2-(4-methylpyrimidin-2-yl)cyclopropyl)quinolin-7-yl)carbamate BrC1=CC(=NC2=CC(=CC=C12)NC(OC(C)(C)C)=O)[C@@H]1[C@H](C1)C1=NC=CC(=N1)C |r|